C(C)(C)(C)OC(=O)N1C[C@@H](N(CC1)C=1C2=C(N=CN1)N(C=C2C=2C=NC=CC2)C2=CC(=CC=C2)F)C (S)-4-(7-(3-fluorophenyl)-5-(pyridin-3-yl)-7H-pyrrolo[2,3-d]pyrimidin-4-yl)-3-methylpiperazine-1-carboxylic acid tert-butyl ester